(5-bromonaphthalen-1-yl)-4-fluorobenzamide BrC1=C2C=CC=C(C2=CC=C1)C1=C(C(=O)N)C=CC(=C1)F